N-methyl-5-bromo-3-carbomethoxy-benzenecarboxamide CNC(=O)C1=CC(=CC(=C1)Br)C(=O)OC